C(C1=CC=CC=C1)(=O)NC(N(C1=C(NC=C1)C(=O)OCC)CC1=C(C=CC=C1)C1CCN(CC1)C(=O)OC(C)(C)C)=S tert-Butyl 4-(2-((3-benzoyl-1-(2-(ethoxycarbonyl)-1H-pyrrol-3-yl)thioureido)methyl)phenyl)piperidine-1-carboxylate